2-(7-(1-((2-cyano-4-methyl-1H-indol-5-yl)methyl)piperidin-4-yl)-5H-pyrrolo[3,2-D]pyrimidin-5-yl)-5-fluoro-N-isopropyl-N-methylbenzamide C(#N)C=1NC2=CC=C(C(=C2C1)C)CN1CCC(CC1)C1=CN(C2=C1N=CN=C2)C2=C(C(=O)N(C)C(C)C)C=C(C=C2)F